O(S(=O)(=O)C(F)(F)F)C1=C(C=C2C(=NC=NC2=C1)NCCCCNS(NC(=O)OC(C)(C)C)(=O)=O)OC 4-((4-((N-(tert-butoxycarbonyl) sulfamoyl) amino) butyl) amino)-6-methoxyquinazolin-7-yl triflate